3-[5-[4-[1-methyl-1-(4-piperidyl)ethyl]piperazin-1-yl]-3,4-dihydro-2H-quinolin-1-yl]piperidine-2,6-dione CC(C)(C1CCNCC1)N1CCN(CC1)C1=C2CCCN(C2=CC=C1)C1C(NC(CC1)=O)=O